BrC1=C(N(C2=CC=CC=C2C1=O)C)C 3-bromo-1,2-dimethylquinolin-4(1H)-one